C(C)OC=1C(=C(C=CC2=CC(=C(C=C2)N\C(=N\[H])\N)OC)C=C(C1)O)CC=C(C)C (E)-1-(4-(3-ethoxy-5-hydroxy-2-(3-methylbut-2-en-1-yl)styryl)-2-methoxyphenyl)guanidine